ethyl-heptenone C(C)CC(C=CCCC)=O